2,2'-((4-vinylbenzyl)azanediyl)diacetic acid C(=C)C1=CC=C(CN(CC(=O)O)CC(=O)O)C=C1